1-(5-(1-fluoro-7-phenyl-3,8,9,10-tetrahydrocyclohepta[e]indazol-6-yl)pyrazin-2-yl)piperidine-4-carbaldehyde FC1=NNC=2C=CC3=C(C12)CCCC(=C3C=3N=CC(=NC3)N3CCC(CC3)C=O)C3=CC=CC=C3